[Cu+2].CC=1C=C(C(=CC1C)O)O 4,5-dimethyl-1,2-benzenediol copper (II)